CC1(C(N(C(N1CC1=CC(=NC=C1)NC(=O)NC1=C(C=CC=C1)C)=O)C1=CC=C(C=C1)SC(F)(F)F)=O)C 1-(4-((5,5-dimethyl-2,4-dioxo-3-(4-((trifluoromethyl)thio)phenyl)imidazolidin-1-yl)methyl)pyridin-2-yl)-3-(o-tolyl)urea